(R)-N-(3-cyano-4-fluorophenyl)-4-((2,3-dihydroxy-3-methylbutyl)thio)-N'-hydroxy-1,2,5-oxadiazole-3-carboximidamide C(#N)C=1C=C(C=CC1F)NC(=NO)C1=NON=C1SC[C@@H](C(C)(C)O)O